(S)-4-(6-Amino-4-methoxy-pyridin-3-yl)-piperazin NC1=CC(=C(C=N1)N1CCNCC1)OC